glycidate sodium [Na+].C(C1CO1)(=O)[O-]